2-(tert-butyldimethylsiloxy)acetic acid O([Si](C)(C)C(C)(C)C)CC(=O)O